2,2-dichloro-2-(cyclopentanyl)-4-trifluoromethyl-1,3,2-dioxaphospholane ClP1(OCC(O1)C(F)(F)F)(C1CCCC1)Cl